ethyl 3-(2-((tert-butyldiphenylsilyl)oxy)ethyl)-2-(1-(cyclopropylmethyl)-7-hydroxy-1H-indol-2-yl)-4-methoxybenzofuran-6-carboxylate [Si](C1=CC=CC=C1)(C1=CC=CC=C1)(C(C)(C)C)OCCC1=C(OC2=C1C(=CC(=C2)C(=O)OCC)OC)C=2N(C1=C(C=CC=C1C2)O)CC2CC2